C(C)N1CCN(CC1)CCNC=1N=CC2=C(N1)N=CC=C2 2-((2-(4-ethylpiperazin-1-yl)ethyl)amino)pyrido[2,3-d]pyrimidin